NC1=C(SC=2N=C(N=C(C21)C)C)C(=O)NC2CC=1C(=CC(=NC1CC2)N2CCC1C2CNC1)F 5-amino-N-(4-fluoro-2-{octahydropyrrolo[2,3-c]pyrrol-1-yl}-5,6,7,8-tetrahydroquinolin-6-yl)-2,4-dimethylthieno[2,3-d]pyrimidine-6-carboxamide